monoammonium phosphate monohydrate O.P(=O)([O-])(O)O.[NH4+]